N-{[3-amino-4-(4-cyano-2,5-dihydrofuran-3-yl)phenyl]methyl}-N-(2-methanesulfonylpyridin-3-yl)-6-(tri-fluoromethyl)pyridine-3-carboxamide NC=1C=C(C=CC1C=1COCC1C#N)CN(C(=O)C=1C=NC(=CC1)C(F)(F)F)C=1C(=NC=CC1)S(=O)(=O)C